C1(CC1)C=1N=CN(C1)C=1C=CC2=C(C=C(O2)C(=O)NC2=NC(=CC=C2)C2=NN=CN2C(C)C)C1 5-(4-cyclopropyl-1H-imidazol-1-yl)-N-(6-(4-isopropyl-4H-1,2,4-triazol-3-yl)pyridin-2-yl)benzofuran-2-carboxamide